9-cyclopentenyltetracyclo[6.2.1.13,6.02,7]dodec-4-ene C1(=CCCC1)C1C2C3C4C=CC(C3C(C1)C2)C4